NC1=C2N=CN(C2=NC=N1)CCOCP(O)(O)=O ((2-(6-amino-9H-purin-9-yl)ethoxy)methyl)phosphonic acid